N'-(4-Bromo-3-methyl-2-nitrophenyl)-N,N-dimethylethane-1,2-diamine BrC1=C(C(=C(C=C1)NCCN(C)C)[N+](=O)[O-])C